(Z)-4-((4-(tert-butyl)benzyl)thio)-3-(3-(2-chlorophenyl)-1-methyl-1H-1,2,4-triazol-5-yl)-N'-ethoxybenzimidamide C(C)(C)(C)C1=CC=C(CSC2=C(C=C(/C(/N)=N/OCC)C=C2)C2=NC(=NN2C)C2=C(C=CC=C2)Cl)C=C1